5'-methyl-N-(1-methyl-3-(pyridin-2-yl)-1H-pyrazol-4-yl)-[2,3'-bipyridine]-6-carboxamide CC=1C=C(C=NC1)C1=NC(=CC=C1)C(=O)NC=1C(=NN(C1)C)C1=NC=CC=C1